[Si](C)(C)(C(C)(C)C)O[C@H]1[C@H]2C[C@H]2C[C@@H]1C(=O)O (1S,2S,3S,5S)-2-(tert-butyldimethylsilyloxy)bicyclo[3.1.0]hexane-3-carboxylic acid